C(C)(C)(C)OC(=O)N1C[C@@H](CC1)NC1=NC=C(C(=N1)NC1=C(C=CC=C1)P(=O)(OC)OC)Cl (R)-3-((5-chloro-4-((2-(dimethylphosphono)phenyl)amino)pyrimidin-2-yl)amino)pyrrolidine-1-carboxylic acid tert-butyl ester